(phenylsulfonyl)pyrrole C1=CC=C(C=C1)S(=O)(=O)N2C=CC=C2